CN([C@H](CI)C(=O)O)C(=O)OC(C)(C)C (S)-methyl-N-tert-butoxycarbonyl-β-iodoalanine